C(#C)C1=CC=C(C=C1)NC(C[C@H]1C[C@H](N(C1)C=1C2=C(N=C(N1)C)C1=C(O2)C=CC=C1)C(=O)O)=O (2S,4R)-4-(2-((4-ethynylphenyl)amino)-2-oxoethyl)-1-(2-methylbenzofuro[3,2-d]pyrimidin-4-yl)pyrrolidine-2-carboxylic acid